1-amino-3-fluoro-5-(methoxycarbonyl)pyridin-1-ium 2,4,6-trimethylbenzenesulfonate CC1=C(C(=CC(=C1)C)C)S(=O)(=O)[O-].N[N+]1=CC(=CC(=C1)C(=O)OC)F